ClC1=C(C(=CC=C1)Cl)N1N=CC(=C1)C=1C(=CC(N(C1)C)=O)OCC 5-(1-(2,6-dichlorophenyl)-1H-pyrazol-4-yl)-4-ethoxy-1-methylpyridin-2(1H)-one